C(C)OC(=O)C1=CC=NC2=CC=C(C=C12)[C@H]1CC(OCC1)(C)C |r| Racemic-(R)-6-(2,2-dimethyltetrahydro-2H-pyran-4-yl)quinoline-4-carboxylic acid ethyl ester